3-(5-(Chloromethyl)-3-fluoropyridin-2-yl)piperidine-2,6-dione ClCC=1C=C(C(=NC1)C1C(NC(CC1)=O)=O)F